2-(4-bromo-1-methyl-1H-pyrazol-5-yl)-6-cyclopropyloxy-3-fluoro-4-((1-methylpyrrolidin-3-yl)ethynyl)benzonitrile BrC=1C=NN(C1C1=C(C#N)C(=CC(=C1F)C#CC1CN(CC1)C)OC1CC1)C